C1=CC=NC2=C1C1=NC3=CC4=CC=CC=C4C=C3N=C1C1=C2N=CC=C1 4,5,9,16-tetraaza-dibenzo[a,c]naphthacene